3-methoxy-5-(5-methyl-4,5,6,7-tetrahydro-1H-indol-2-yl)-1H-pyrrole-2-carbaldehyde COC1=C(NC(=C1)C=1NC=2CCC(CC2C1)C)C=O